3-((5-(5-(difluoromethyl)-1,3,4-oxadiazol-2-yl)pyridin-2-yl)methyl)-6-(pyridin-4-yl)benzo[d]oxazol-2(3H)-one FC(C1=NN=C(O1)C=1C=CC(=NC1)CN1C(OC2=C1C=CC(=C2)C2=CC=NC=C2)=O)F